FC1CC(C1)(C1=C(C=CC=C1)F)NC1=NC=C(C=N1)C1=NOC(=N1)C(F)(F)F N-[3-fluoro-1-(2-fluorophenyl)cyclobutyl]-5-[5-(trifluoromethyl)-1,2,4-oxadiazol-3-yl]pyrimidin-2-amine